p-(tert-butyl)phenethyltrichlorosilane ethyl-(2S,3R)-3-hydroxy-3-(4-methoxyphenyl)-2-(((4-nitrophenyl)sulfonyl)oxy)propanoate C(C)OC([C@H]([C@@H](C1=CC=C(C=C1)OC)O)OS(=O)(=O)C1=CC=C(C=C1)[N+](=O)[O-])=O.C(C)(C)(C)C1=CC=C(CC[Si](Cl)(Cl)Cl)C=C1